CC=1C(=NC2=CC=CC=C2N1)C(=O)OCC ethyl 3-methylquinoxaline-2-carboxylate